N,N-distearyl-hydroxylamine tert-butyl-(R)-(5-hydroxy-1-(methylthio)pentan-2-yl)carbamate C(C)(C)(C)N(C(O)=O)[C@@H](CSC)CCCO.C(CCCCCCCCCCCCCCCCC)N(O)CCCCCCCCCCCCCCCCCC